COCCO[C@@H]1CC[C@H](CC1)NC1=NN2C(C=N1)=C(C=C2)C=2C=CC=1N(C2)C(=CN1)C(=O)N1CCCC1 (6-(2-((trans-4-(2-methoxyethoxy)cyclohexyl)amino)pyrrolo[2,1-f][1,2,4]triazin-5-yl)imidazo[1,2-a]pyridin-3-yl)(pyrrolidin-1-yl)methanone